6-[3-(3-chloro-2-fluoro-anilino)-7,8-dihydro-5H-1,6-naphthyridin-6-yl]-5-methyl-pyridine-3-carbonitrile ClC=1C(=C(NC=2C=NC=3CCN(CC3C2)C2=C(C=C(C=N2)C#N)C)C=CC1)F